(R)-2-methyl-1-oxo-3-(2-(tosyloxy)ethyl)-2,8-diazaspiro[4.5]decane-8-carboxylic acid tert-butyl ester C(C)(C)(C)OC(=O)N1CCC2(C[C@@H](N(C2=O)C)CCOS(=O)(=O)C2=CC=C(C)C=C2)CC1